4-(2-chloro-5-fluorophenyl)-5,6-dihydropyridine-1(2H)-carboxylic acid tert-butyl ester C(C)(C)(C)OC(=O)N1CC=C(CC1)C1=C(C=CC(=C1)F)Cl